(S)-1-(benzo[d][1,3]dioxol-4-ylmethyl)-2-methyl-N-(4-(pyridin-3-yloxy)phenyl)pyrrolidine-2-carboxamide O1COC2=C1C=CC=C2CN2[C@@](CCC2)(C(=O)NC2=CC=C(C=C2)OC=2C=NC=CC2)C